1-(3-chloro-1H-pyrazol-1-yl)cyclopropane-1-carboxylic acid ClC1=NN(C=C1)C1(CC1)C(=O)O